1-(tetrahydro-2H-pyran-4-yl)-3-(4,4,5,5-tetramethyl-1,3,2-dioxa-borolan-2-yl)-1H-pyrazole O1CCC(CC1)N1N=C(C=C1)B1OC(C(O1)(C)C)(C)C